FC=1C=NC(=NC1)NC(C(=O)O)CC 2-((5-fluoropyrimidin-2-yl)amino)butanoic acid